(1R,2S,5S)-3-((2-chloro-2,2-difluoroacetyl)-L-isoleucyl)-6,6-dimethyl-3-azabicyclo[3.1.0]hexane-2-carboxylic acid ClC(C(=O)N[C@@H]([C@@H](C)CC)C(=O)N1[C@@H]([C@H]2C([C@H]2C1)(C)C)C(=O)O)(F)F